FC(C(=O)O)(F)F.C1(=CC=CC2=CC=CC=C12)NC(C1=CC=C(C=C1)OCC(=CF)CN)=O N-naphthyl-4-(2-aminomethyl-3-fluoroallyloxy)-benzamide trifluoroacetate